[Zn].[Cu].[Zn] zinc-copper-zinc